OC1=C(C=C(C=O)C=C1I)I 4-hydroxy-3,5-diiodo-benzaldehyde